C[O-].[Ni+2].C[O-] nickel methanolate